2-chloro-N-(4-(difluoromethyl)-5-(isoxazol-5-yl)-6-oxo-1,6-dihydropyridin-2-yl)-8,8-dimethyl-7,8-dihydro-6H-cyclopenta[e]pyrazolo[1,5-a]pyrimidine-6-carboxamide ClC1=NN2C(N=CC3=C2C(CC3C(=O)NC=3NC(C(=C(C3)C(F)F)C3=CC=NO3)=O)(C)C)=C1